(R)-1-(piperazine-1-carbonyl)piperidine-3-carboxylic acid hydrochloride Cl.N1(CCNCC1)C(=O)N1C[C@@H](CCC1)C(=O)O